CC(=O)C1(C(C(C(C(O1)CO)O)O)O)O acetyl-hexose